FC(C=1NC(=NC1)CN)(F)F [4-(trifluoromethyl)-3H-imidazol-2-yl]methylamine